3-(3-carboxypropoxy)-5-(quinolin-2-ylmethoxy)benzoic acid C(=O)(O)CCCOC=1C=C(C(=O)O)C=C(C1)OCC1=NC2=CC=CC=C2C=C1